Cl.BrC1=C(C(=C(C=C1OCC)[C@@H](C)N)C)OCC (1R)-1-(4-bromo-3,5-diethoxy-2-methylphenyl)ethane-1-amine hydrochloride